O\C(=C/C(C)=O)\C1=NC=CC=C1 (Z)-4-hydroxy-4-(pyridin-2-yl)but-3-en-2-one